BrC1=CC=C(C=C1)C(C(C1=CC=C(C=C1)Br)C1=CC=C(C=C1)Br)C1=CC=C(C=C1)Br 1,1,2,2-tetrakis(4-bromophenyl)ethane